ON1C(=CC(C(=C1)O)=O)CON=CC1=C(N2C(CC2SC1)=O)C(=O)O 3-[(1,5-dihydroxy-4-oxo-2-pyridyl)methoxyiminomethyl]-8-oxo-5-thia-1-azabicyclo[4.2.0]oct-2-ene-2-carboxylic acid